C(C)(=O)C1=NN(C2=CC=C(C=C12)C=1C=NC(=NC1)C)CC(=O)N1[C@@H]2C[C@@]2(C[C@H]1C(=O)N[C@H](C)CCCCC)C (1R,3S,5R)-2-(2-(3-acetyl-5-(2-methylpyrimidin-5-yl)-1H-indazol-1-yl)acetyl)-N-((R)-heptan-2-yl)-5-methyl-2-azabicyclo[3.1.0]hexane-3-carboxamide